4-(8,9-dihydro-3H-cyclobuta[c]pyrazolo[4,3-f]quinolin-7-yl)-N-(2-(dimethylamino)ethyl)benzamide C1=NNC=2C1=C1C3=C(C(=NC1=CC2)C2=CC=C(C(=O)NCCN(C)C)C=C2)CC3